(2-ethylimidazo[1,2-a]pyridine-3-yl)(4-methoxyphenyl)-methanone C(C)C=1N=C2N(C=CC=C2)C1C(=O)C1=CC=C(C=C1)OC